NC(C(=O)O)(CCCCB(O)O)[C@H]1CN(CC1)CC1=CC=C(C=C1)C 2-amino-6-borono-2-((R)-1-(4-methylbenzyl)pyrrolidin-3-yl)hexanoic acid